N-cyclopropyl-8-morpholino-6-[(2E)-2-(m-tolylmethylene)hydrazino]imidazo[1,2-a]pyrazine-2-carboxamide C1(CC1)NC(=O)C=1N=C2N(C=C(N=C2N2CCOCC2)N/N=C/C=2C=C(C=CC2)C)C1